5-chloro-7-((2S,5R)-4-((3,3-difluorocyclobutyl)(4-(trifluoromethyl)phenyl)methyl)-2,5-dimethylpiperazin-1-yl)-2-methyl-3H-imidazo[4,5-b]pyridine ClC1=CC(=C2C(=N1)NC(=N2)C)N2[C@H](CN([C@@H](C2)C)C(C2=CC=C(C=C2)C(F)(F)F)C2CC(C2)(F)F)C